4-((3AS,4R,6aR)-4-(phenoxycarbonyl)octahydropyrrolo[3,4-b]pyrrol-4-yl)butylboronic acid O(C1=CC=CC=C1)C(=O)[C@@]1(NC[C@@H]2NCC[C@@H]21)CCCCB(O)O